4-[3-(benzyloxy)phenyl]aniline C(C1=CC=CC=C1)OC=1C=C(C=CC1)C1=CC=C(N)C=C1